[1,3-bis[2,6-bis(1-ethylpropyl)phenyl]-4,5-dichloro-imidazol-2-yl]-di-chloro-(2-methyl-1-pyridyl)palladium C(C)C(CC)C1=C(C(=CC=C1)C(CC)CC)N1C(N(C(=C1Cl)Cl)C1=C(C=CC=C1C(CC)CC)C(CC)CC)[Pd](N1C(C=CC=C1)C)(Cl)Cl